COC1=C(C=C2CCN(CC2=C1)C)NC=1N=NC(=C(N1)NC1=C(C=CC=C1)C)C(=O)N ((7-methoxy-2-methyl-1,2,3,4-tetrahydroisoquinolin-6-yl)amino)-5-(o-tolylamino)-1,2,4-triazine-6-carboxamide